(R)-1-((6,7-dihydro-5H-indeno[5,6-d]thiazol-2-yl)amino)-1-oxopropan-2-yl acetate C(C)(=O)O[C@@H](C(=O)NC=1SC2=C(N1)C=C1CCCC1=C2)C